(1S)-2-[4,6-bis(trifluoromethyl)-1,3,5-triazin-2-yl]-6-chloro-1-{[(3R)-oxolan-3-yl]methyl}-2,3,4,9-tetrahydro-1H-pyrido[3,4-b]indole FC(C1=NC(=NC(=N1)C(F)(F)F)N1[C@H](C=2NC3=CC=C(C=C3C2CC1)Cl)C[C@H]1COCC1)(F)F